N-[1-[3-cyclopropyl-5-[(2-fluoro-2-methylpropyl)sulfamoyl]-8,9-dihydro-7H-cyclopenta[h]isoquinolin-7-yl]azetidin-3-yl]-2,5-dimethylpyrazole-3-carboxamide C1(CC1)C=1N=CC2=C3C(=CC(=C2C1)S(NCC(C)(C)F)(=O)=O)C(CC3)N3CC(C3)NC(=O)C=3N(N=C(C3)C)C